6-chloro-2-iodo-5-methoxypyridin-3-amine ClC1=C(C=C(C(=N1)I)N)OC